ClC1=C(C=C(C=C1)C1=CN(C2=NC(=CC=C21)C(=O)N2C(C(NCC2)=O)(C)C)CCOCC)F 4-(3-(4-chloro-3-fluorophenyl)-1-(2-ethoxyethyl)-1H-pyrrolo[2,3-b]pyridine-6-carbonyl)-3,3-dimethylpiperazin-2-one